N1(C=NC=C1)C1=NC(=CC(=N1)C(=O)NC1CCC(CC1)OC)C 2-(1H-imidazol-1-yl)-N-(4-methoxycyclohexyl)-6-methylpyrimidine-4-carboxamide